C(CCCC)N 1-pentylamine